C(C=C)OC1=NS(C2=C1C=CC=C2)(=O)=O 3-prop-2-enoxy-1,2-benzothiazole 1,1-dioxide